dimethyl-(o-fluorophenyl)sulfonium oxide C[S+](C1=C(C=CC=C1)F)(C)=O